NC1=C(C2=C(N=C(N=C2)C)N1C1=C(C(=CC=C1C)O)Cl)C(=O)N 6-amino-7-(2-chloro-3-hydroxy-6-methylphenyl)-2-methylpyrrolo[2,3-d]pyrimidine-5-carboxamide